(R)-4-((1-(3-(difluoromethyl)-2-fluorophenyl)ethyl)amino)-6-(2-hydroxyethyl)-1-methylpyrido[3,4-d]pyridazin-7(6H)-one FC(C=1C(=C(C=CC1)[C@@H](C)NC1=NN=C(C=2C1=CN(C(C2)=O)CCO)C)F)F